ClC1=C(C(=CC=C1OC)F)N1N=CC2=C1COC[C@@H]2NC(=O)C2=NNC(=C2CC)C (R)-N-(1-(2-chloro-6-fluoro-3-methoxyphenyl)-1,4,5,7-tetrahydropyrano[3,4-c]pyrazol-4-yl)-4-ethyl-5-methyl-1H-pyrazole-3-carboxamide